N1-((3-((1r,4r)-4-(ethoxymethyl)-4-ethylcyclohexyl)-6,7-dihydro-4H-pyrazolo[5,1-c][1,4]oxazin-2-yl)methyl)-N1,N2-dimethylethane-1,2-diamine C(C)OCC1(CCC(CC1)C=1C(=NN2C1COCC2)CN(CCNC)C)CC